N1(CCC1)C=1C=C2C=CC=NC2=CC1OC 6-(azetidin-1-yl)-7-methoxyquinolin